NC=1N=C(C2=C(N1)C=CN(C2=O)CC2=CC=C(C=C2)C(=O)N2CCN(CC2)C)N[C@@](CO)(CCCC)C (R)-2-amino-4-((1-hydroxy-2-methylhexan-2-yl)amino)-6-(4-(4-methylpiperazine-1-carbonyl)benzyl)pyrido[4,3-d]pyrimidin-5(6H)-one